NC1=NC=NN2C1=C(C=C2C=2C=C(C(=NC2)OC)C(=O)NC=2C=NN(C2)C(C)(C)C)C(F)(F)F 5-[4-amino-5-(trifluoromethyl)pyrrolo[2,1-f][1,2,4]triazin-7-yl]-N-(1-tert-butyl-1H-pyrazol-4-yl)-2-methoxypyridine-3-carboxamide